(3S)-N-[6-[4-((3R,4R)-4-fluoro-3-methyl-tetrahydrofuran-3-yl)piperazin-1-yl]-7-methyl-3-isoquinolinyl]-5,5-dimethyl-tetrahydrofuran-3-carboxamide F[C@@H]1[C@](COC1)(C)N1CCN(CC1)C=1C=C2C=C(N=CC2=CC1C)NC(=O)[C@@H]1COC(C1)(C)C